FC1=C(C(=O)N([C@H]2CNCCC2)C2=NC=CC3=CC=CC(=C23)C)C=CC(=C1)NC1=NC=CC(=N1)N1CCC(CC1)OC (R)-2-fluoro-4-((4-(4-methoxypiperidin-1-yl)pyrimidin-2-yl)amino)-N-(8-methylisoquinolin-1-yl)-N-(piperidin-3-yl)benzamide